N1=NN(C=C2N=C3C=CC=CC3=C21)S Triazino[5,6-b]Indole-3-thiol